(3S,5R)-5-(3-bromo-5-chlorophenyl)-4-(4-methoxybenzyl)morpholine-3-carbaldehyde BrC=1C=C(C=C(C1)Cl)[C@@H]1COC[C@H](N1CC1=CC=C(C=C1)OC)C=O